NC(CC1=CC=C(C=C1)C(C(=O)NC1=NC(=CN=C1)N1CC(CCC1)OC1=C(C=CC=C1)OCC)C)=O 4-(2-amino-2-oxoethyl)phenyl-N-(6-(3-(2-ethoxyphenoxy)piperidin-1-yl)pyrazin-2-yl)propionamide